(2,3-dioleoyl-propyl)-trimethylammonium-hydrochloride Cl.C(CCCCCCC\C=C/CCCCCCCC)(=O)C(C[N+](C)(C)C)CC(CCCCCCC\C=C/CCCCCCCC)=O